C1N(CC2=CC=CC=C12)C=1N=C2N(C(C1)=O)C=C(C=C2C(C)NC2=C(C(=O)O)C=CC=C2)C 2-((1-(2-(isoindolin-2-yl)-7-methyl-4-oxo-4H-pyrido[1,2-a]pyrimidin-9-yl)ethyl)amino)benzoic acid